(diethylamino)difluorosulfonium C(C)N(CC)[S+](F)F